1-(2-(3,8-diazabicyclo[3.2.1]octan-8-yl)-6,7-dihydrothiazolo[5,4-c]pyridin-5(4H)-yl)-2-(2,6-dimethoxyphenoxy)ethan-1-one C12CNCC(CC1)N2C=2SC=1CN(CCC1N2)C(COC2=C(C=CC=C2OC)OC)=O